tert-butyl 6-[bis(benzyloxycarbonyl)amino]-2-iodo-pyrrolo[3,2-c]pyridine-1-carboxylate C(C1=CC=CC=C1)OC(=O)N(C1=CC2=C(C=N1)C=C(N2C(=O)OC(C)(C)C)I)C(=O)OCC2=CC=CC=C2